1,3-diazacyclopentadiene N1=CN=CC1